ethyl 6-[4-[5-fluoro-2-(4-methyltriazol-1-yl)-3-pyridyl]-1-piperidyl]-2-azaspiro[3.4]octane-2-carboxylate FC=1C=C(C(=NC1)N1N=NC(=C1)C)C1CCN(CC1)C1CC2(CN(C2)C(=O)OCC)CC1